(2R)-2-[[(2R)-2-amino-4-[5-[bis(2-chloroethyl)amino]-1-methyl-benzimidazol-2-yl]butanoyl]amino]-4-methyl-pentanoic acid ethyl ester dihydrochloride Cl.Cl.C(C)OC([C@@H](CC(C)C)NC([C@@H](CCC1=NC2=C(N1C)C=CC(=C2)N(CCCl)CCCl)N)=O)=O